l-3,7-dimethyloctane-1-ol CC(CCO)CCCC(C)C